C(C)(C)(C)OC(=O)N1CCC(CC1)C(C(=O)O)CCO 2-(1-(t-Butoxycarbonyl)piperidin-4-yl)-4-hydroxybutyric acid